5'-chloro-2'-methoxy-5-(5-methyl-1,3,4-oxadiazol-2-yl)-[1,1'-biphenyl]-2-carboxylic acid methyl ester COC(=O)C=1C(=CC(=CC1)C=1OC(=NN1)C)C1=C(C=CC(=C1)Cl)OC